Chloroethene ClC=C